(6-(2-(methoxymethoxy)-4-(1-(tetrahydro-2H-pyran-2-yl)-1H-pyrazol-4-yl)phenyl)pyridazin-3-yl)pyrrolidin-3-amine COCOC1=C(C=CC(=C1)C=1C=NN(C1)C1OCCCC1)C1=CC=C(N=N1)N1CC(CC1)N